(S)-tert-Butyl methyl(2-(4-methyl-3-((2,2,2-trifluoro-1-(naphthalen-1-yl)ethyl)carbamoyl)phenoxy)ethyl)carbamate CN(C(OC(C)(C)C)=O)CCOC1=CC(=C(C=C1)C)C(N[C@H](C(F)(F)F)C1=CC=CC2=CC=CC=C12)=O